5-nitro-1H-1,2,4-triazole-3-carbohydrazide [N+](=O)([O-])C1=NC(=NN1)C(=O)NN